3-(2,2,2-trifluoro-ethoxy)-benzamide FC(COC=1C=C(C(=O)N)C=CC1)(F)F